N-phenethylthiophene-3-carboxamide C(CC1=CC=CC=C1)NC(=O)C1=CSC=C1